2-([1,1'-biphenyl]-4-yl)-4-chloro-6-PHENYLPYRIMIDINE C1(=CC=C(C=C1)C1=NC(=CC(=N1)Cl)C1=CC=CC=C1)C1=CC=CC=C1